NC=1C=NN(C1Cl)C1CCS(CC1)(=N)=O (1S,4s)-4-(4-amino-5-chloro-1H-pyrazol-1-yl)-1-iminohexahydro-1λ6-thiopyran 1-oxide